BrC1=C(C=C2C(=C(C(N(C2=C1F)C[C@H]1N(CCC1)C)=O)C#N)O)Cl (S)-7-bromo-6-chloro-8-fluoro-4-hydroxy-1-((1-methylpyrrolidin-2-yl)methyl)-2-oxo-1,2-dihydroquinoline-3-carbonitrile